Racemic-N-[4-(3-Cyanophenyl)-5-[2-(1-hydroxyethyl)-6-methyl-4-pyridyl]thiazol-2-yl]-2-oxa-6-azaspiro[3.3]heptane-6-carboxamide C(#N)C=1C=C(C=CC1)C=1N=C(SC1C1=CC(=NC(=C1)C)[C@@H](C)O)NC(=O)N1CC2(COC2)C1 |r|